C1(CC1)C=1N=CC2=CC3=C(C(=C2C1)S(NCC(C)(C)F)(=O)=O)C[C@@H](C3)NC(=O)C3=CN(C1=CC=CC=C31)C N-[(7R)-3-cyclopropyl-5-[(2-fluoro-2-methylpropyl)sulfamoyl]-7,8-dihydro-6H-cyclopenta[g]isoquinolin-7-yl]-1-methylindole-3-carboxamide